5-(hydroxymethyl)-3-methyl-1H-pyrazole-4-carboxamide OCC1=C(C(=NN1)C)C(=O)N